C1(CCC1)[C@H](C1=C(C=C(C=C1)F)F)C1N(C(C2=CC=C(C=C12)C(=O)N)=O)C1C(NC(CC1)=O)=O ((R)-cyclobutyl(2,4-difluorophenyl)methyl)-2-(2,6-dioxopiperidin-3-yl)-1-oxoisoindoline-5-carboxamide